epoxy-6-methylcyclohexanecarboxylate CC1CCCC2C1(O2)C(=O)[O-]